C(CCC)N1C=2C=CC(=CC2C(C2=CC=CC=C12)=O)Cl 10-butyl-2-chloro-9(10H)-acridone